4,4-di(tert-amyl-peroxy)valeric acid n-butyl ester C(CCC)OC(CCC(C)(OOC(C)(C)CC)OOC(C)(C)CC)=O